ClC1=NC=NC(=N1)C1=CC=CC=C1 4-chloro-6-Phenyl-1,3,5-triazine